{2-[(tert-Butoxycarbonyl)amino]-5,7-difluoro-1,3-benzothiazol-4-yl}boronic acid C(C)(C)(C)OC(=O)NC=1SC2=C(N1)C(=C(C=C2F)F)B(O)O